CN(C(/C=C/CC[C@@H](C(=O)NC=1C(N(C=CC1)CC1=NC2=C(N1)C(=CC=C2)CC(C)(C)C)=O)NC(OC)=O)=O)C methyl (S,E)-(7-(dimethylamino)-1-((1-((7-neopentyl-1H-benzo[d]imidazol-2-yl)methyl)-2-oxo-1,2-dihydropyridin-3-yl)amino)-1,7-dioxohept-5-en-2-yl)carbamate